cyclopropyl-4-(1-methyl-1H-imidazol-5-yl)-1H-pyrazole C1(CC1)N1N=CC(=C1)C1=CN=CN1C